bis(1-vinyl-imidazole) chloride [Cl-].C(=C)N1C=NC=C1.C(=C)N1C=NC=C1